2,6-difluoro-4-(pyridin-2-yloxy)benzaldehyde FC1=C(C=O)C(=CC(=C1)OC1=NC=CC=C1)F